(piperidin-4-ylmethyl)-6-(3-(5-(trifluoromethyl)pyridin-2-yl)morpholino)pyrimidin-4-amine N1CCC(CC1)CC1=NC(=CC(=N1)N)N1C(COCC1)C1=NC=C(C=C1)C(F)(F)F